(5-(3,5-difluorophenyl)-4,5-dihydro-1H-pyrazol-1-yl-5-d)(4-(4-(3,5-dimethyl-1H-1,2,4-triazol-1-yl)-5-fluoropyrimidin-2-yl)piperazin-1-yl)methanone FC=1C=C(C=C(C1)F)C1(CC=NN1C(=O)N1CCN(CC1)C1=NC=C(C(=N1)N1N=C(N=C1C)C)F)[2H]